3-bromo-2-(vinylthio)benzaldehyde BrC=1C(=C(C=O)C=CC1)SC=C